1-[(2R,3S,4R,5S)-5-{[bis(4-methoxyphenyl)(phenyl)methoxy]methyl}-4-[(tert-butyldimethylsilyl)oxy]-3-fluoro-5-(hydroxymethyl)oxolan-2-yl]-5-fluoro-3H-pyrimidine-2,4-dione COC1=CC=C(C=C1)C(OC[C@]1([C@H]([C@@H]([C@@H](O1)N1C(NC(C(=C1)F)=O)=O)F)O[Si](C)(C)C(C)(C)C)CO)(C1=CC=CC=C1)C1=CC=C(C=C1)OC